6-amino-2-((4-(3,4-dichlorophenyl)-5-isobutylthiazol-2-ylamino)methyl)hexanoic acid NCCCCC(C(=O)O)CNC=1SC(=C(N1)C1=CC(=C(C=C1)Cl)Cl)CC(C)C